2-[7-cyclopropyl-3-[(3R)-1-methyl-3-piperidyl]triazolo[4,5-c]pyridazin-6-yl]-5-(trifluoromethyl)phenol C1(CC1)C=1C2=C(N=NC1C1=C(C=C(C=C1)C(F)(F)F)O)N(N=N2)[C@H]2CN(CCC2)C